C(C)(=O)NCC(=O)NCC(=O)N[C@@H](C(=O)NC1=CC(=C(C=C1)[Si](C)(C)C)F)C1=CC=C(C=C1)COC (R)-2-(2-acetamidoacetamidoacetamido)-N-(3-fluoro-4-(trimethylsilyl)phenyl)-2-(4-(methoxymethyl)phenyl)acetamide